ClC1=CC=C(C=N1)CN1CCN(CC1)C1=NC(=CC(=N1)NC1=NNC(=C1)C)C 2-(4-((6-chloropyridin-3-yl)methyl)piperazin-1-yl)-6-methyl-N-(5-methyl-1H-pyrazol-3-yl)pyrimidin-4-amine